(R)-N-(5-((6-(3-([1,1'-biphenyl]-3-yl)isoxazolidin-2-yl)pyrimidin-4-yl)amino)-2-(4-allylpiperazin-1-yl)-4-methoxyphenyl)acrylamide C1(=CC(=CC=C1)[C@@H]1N(OCC1)C1=CC(=NC=N1)NC=1C(=CC(=C(C1)NC(C=C)=O)N1CCN(CC1)CC=C)OC)C1=CC=CC=C1